O1C=COC2=C1C=CC=C2 1,4-benzodioxine